N-[(4-(5-bromopyridine-2-yloxy)phenyl)thiocarbamoyl]furan-2-carboxamide BrC=1C=CC(=NC1)OC1=CC=C(C=C1)NC(=S)NC(=O)C=1OC=CC1